ClC=1N=CC2=C(N1)OC1=C2C=CC=C1 2-Chloro-benzofuro[2,3-d]pyrimidin